OC1=C(C=C2C=CC(=NC2=C1)C(=O)N)C=1N=NC(=CC1)N(C1CC(NC(C1)(C)C)(C)C)C 7-hydroxy-6-(6-(methyl(2,2,6,6-tetramethylpiperidin-4-yl)amino)pyridazin-3-yl)quinoline-2-carboxamide